5-chloro-3-[4-chloro-6-(3-piperidyl)-2-pyridyl]pyrazolo[1,5-a]pyridine ClC1=CC=2N(C=C1)N=CC2C2=NC(=CC(=C2)Cl)C2CNCCC2